N1C(=NC=C1)C1=CC=C(C=C1)N(C1=CC=C(C=C1)C=1NC=CN1)C1=CC=C(C=C1)C=1NC=CN1 tri-(4-imidazolylphenyl)amine